3,5-dimethylhexahydroisobenzofuran-1(3H)-one CC1OC(C2CCC(CC12)C)=O